BrC=1C=CC(=C2C=C(C=NC12)C#N)N1CC(N(C(C1)C)C(=O)OC(C)(C)C)C tert-butyl 4-(8-bromo-3-cyano-5-quinolyl)-2,6-dimethyl-piperazine-1-carboxylate